[Cl-].C(CCCCCCCCCCCCCCCCC)[S+](C)C n-octadecyl-dimethyl-sulfonium chloride